2-hydroxyethyltrimethylammonium chlorite salt Cl(=O)[O-].OCC[N+](C)(C)C